N-tetradecylglucosamine C(CCCCCCCCCCCCC)N[C@H]1C(O)O[C@@H]([C@H]([C@@H]1O)O)CO